ClC1=C(C=CC(=C1)C(F)(F)F)SC1CN(C1)C(=O)N1C[C@@H]2[C@@H](OCC(N2)=O)CC1 (4aR,8aS)-6-[3-[2-Chloro-4-(trifluoromethyl)phenyl]sulfanylazetidine-1-carbonyl]-4,4a,5,7,8,8a-hexahydropyrido[4,3-b][1,4]oxazin-3-one